C(C)(=O)N1CCN(CC1)C1=CC=C(C=C1)NC(CCl)=O N-(4-(4-acetylpiperazin-1-yl)phenyl)-2-chloroacetamide